(3-cyanophenyl)carboxamide C(#N)C=1C=C(C=CC1)C(=O)N